{1-(cis-4-{[4-[(ethylamino)methyl]-6-(trifluoromethyl)pyridin-2-yl]oxy}cyclohexyl)-3-[4-(7H-pyrrolo[2,3-d]pyrimidin-4-yl)-1H-pyrazol-1-yl]azetidin-3-yl}acetonitrile C(C)NCC1=CC(=NC(=C1)C(F)(F)F)O[C@H]1CC[C@H](CC1)N1CC(C1)(N1N=CC(=C1)C=1C2=C(N=CN1)NC=C2)CC#N